1-Boc-3-(aminomethyl)azetidine C(=O)(OC(C)(C)C)N1CC(C1)CN